butyl-2-(4-(2-(4-cinnamylpiperazin-1-yl)ethoxy)phenyl)-1H-benzo[d]imidazole C(CCC)N1C(=NC2=C1C=CC=C2)C2=CC=C(C=C2)OCCN2CCN(CC2)CC=CC2=CC=CC=C2